4-Methoxycrotonic acid COC/C=C/C(=O)O